19-(dimethylamino)pentacos-9-enoate CN(C(CCCCCCCCC=CCCCCCCCC(=O)[O-])CCCCCC)C